tert-butyl (2-(4-oxopiperidin-1-yl)ethyl)carbamate O=C1CCN(CC1)CCNC(OC(C)(C)C)=O